N-methyl-N-phenyl-8-(piperidin-1-yl)-[1,2,4]triazolo[4,3-a]quinazolin-5-amine CN(C1=NC=2N(C3=CC(=CC=C13)N1CCCCC1)C=NN2)C2=CC=CC=C2